2-formyl-7-azaspiro[3.5]nonane-7-carboxylic acid tert-butyl ester C(C)(C)(C)OC(=O)N1CCC2(CC(C2)C=O)CC1